(3s,3as)-3-Butyl-3a,4,5,6-tetrahydroisobenzofuran-1(3H)-one C(CCC)[C@@H]1OC(C2=CCCC[C@H]12)=O